C(C)(C)(C)OC(=O)N1CC(CC1)C(CC(=O)OC)=O 3-(2-methoxycarbonyl-acetyl)-pyrrolidine-1-carboxylic acid tert-butyl ester